Cl.Cl.CN(C1=CC=C2CCN(CC2=C1)S(=O)(=O)N)C1=CC=NC=2NC(C=CC12)=O (7-(methyl-(7-oxo-7,8-dihydro-1,8-naphthyridin-4-yl)amino)-3,4-dihydroisoquinolin-2(1H)-yl)sulfonamide dihydrochloride